C(CCCCC)C(C(=O)OCCCCN(CCN(CCN1CCN(CC1)CCN(CCCCC(C(=O)[O-])(CCCCCCCC)CCCCCC)CCCCC(C(=O)[O-])(CCCCCCCC)CCCCCC)CCCCOC(C(CCCCCCCC)CCCCCC)=O)CCCCOC(C(CCCCCCCC)CCCCCC)=O)CCCCCCCC ((2-(4-(2-((2-(bis(4-((2-hexyldecanoyl)oxy)butyl)amino) ethyl)(4-((2-hexyldecanoyl)oxy) butyl)amino)ethyl)piperazin-1-yl)ethyl)azanediyl)bis(butane-4,1-diyl)bis(2-hexyldecanoate)